C(=O)=C1CC(=C(C=C1)NCC#CC=1N(C2=CC=CC(=C2C1)N[C@H]1[C@H](CN(CC1)C(=O)OC(C)(C)C)F)CC(F)(F)F)OC tert-butyl (3S,4R)-4-((2-(3-((4-(R-carbonyl)-2-methoxyphenyl)amino)prop-1-yn-1-yl)-1-(2,2,2-trifluoroethyl)-1H-indol-4-yl)amino)-3-fluoropiperidine-1-carboxylate